C1C(CC12CCNCC2)CC(=O)OC methyl 2-(7-azaspiro[3.5]nonan-2-yl)acetate